P(=O)(OCCCNC(CCCCCCC\C=C/C\C=C/CCCCC)=O)([O-])[O-] linoleamidopropyl phosphate